CC1=NC=C(C=N1)C=1C=C2C(=NN(C2=CC1)CC(=O)OC(C)(C)C)CC(C)=O tert-Butyl 2-(5-(2-methylpyrimidin-5-yl)-3-(2-oxopropyl)-1H-indazol-1-yl)acetate